2-[tert-butyl-(dimethyl)silyl]oxyethylamine C(C)(C)(C)[Si](OCCN)(C)C